[N+](=O)([O-])C1=CC=C(C[C@H](N)C(=O)O)C=C1 4-nitro-phenylalanine